C(C)(C)(C)N1C(OCC1C(C(F)(F)F)(CCCC=C)C(F)(F)F)(C)C tert-butyl-2,2-dimethyl-4-(1,1,1-trifluoro-2-(trifluoromethyl)hepta-6-en-2-yl)oxazolidine